1-[bis(dimethylamino)methylene]-1H-1,2,3-triazolo[4,5-b]pyridinium 3-oxide CN(C)C(=[N+]1N=[N+](C2=NC=CC=C21)[O-])N(C)C